FC1=C(C(=O)N(C2=NC=CC(=C2)C(=C)C)[C@H]2CNCCC2)C=CC(=C1)C=1N=NN(C1)C (R)-2-fluoro-4-(1-methyl-1H-1,2,3-triazol-4-yl)-N-(piperidin-3-yl)-N-(4-(prop-1-en-2-yl)pyridin-2-yl)benzamide